CC1=C(C=C(C=C1)C)B(O)O 2,5-dimethylbenzeneboronic acid